C(C)(C)N1C(SC2=C1C=CC(=C2)C2=CC=C(C(=O)O)C=C2)=O 4-(3-isopropyl-2-benzothiazolinone-6-yl)benzoic acid